FC1=CC=C(C=C1)C1(CN(C1)C=1OC2=C(C=C(C=C2C(C1C)=O)C)[C@@H](C)NC1=C(C(=O)O)C=CC=C1)C 2-[[(1R)-1-[2-[3-(4-Fluorophenyl)-3-methyl-azetidin-1-yl]-3,6-dimethyl-4-oxo-chromen-8-yl]ethyl]amino]benzoic acid